(R)-6-(benzyloxy)-4-((1-(3-(difluoromethyl)-2-fluorophenyl)ethyl)amino)-2-methylpyrido[2,3-d]pyrimidin C(C1=CC=CC=C1)OC1=CC2=C(N=C(N=C2N[C@H](C)C2=C(C(=CC=C2)C(F)F)F)C)N=C1